O[C@H]1CN(C[C@@H]1C1=CC=CC=C1)C=O ((3R,4S)-3-hydroxy-4-phenylpyrrolidin-1-yl)methanone